methyl 6-((4-(difluoromethyl)-6-((3,5-dimethoxybenzyl)amino)pyridin-2-yl)amino)-4-(((1S,2R)-2-fluoro cyclopropyl)amino)nicotinate FC(C1=CC(=NC(=C1)NCC1=CC(=CC(=C1)OC)OC)NC1=NC=C(C(=O)OC)C(=C1)N[C@@H]1[C@@H](C1)F)F